C=1(C(=CC=C2C=CC=CC12)C(=O)O)C(=O)O.[Ca] calcium naphthalenedicarboxylic acid